ClC1=C(C=CC=C1)C(O)CNC(C)(C)C 2-chloro-α-(((1,1-dimethylethyl)amino)-methyl)benzenemethanol